1-cyanomethyl-3-methylimidazole chloride salt [Cl-].C(#N)CN1CN(C=C1)C